BrC=1C=CC=C2C=NC(=NC12)NC=1C=CC(=C(C1)NC(=O)C1=CC=C(C(=O)OCC)C=C1)C ethyl 4-[[5-[(8-bromoquinazolin-2-yl)amino]-2-methyl-phenyl]carbamoyl]benzoate